FC1=CC(=CC2=C1NC(S2)=O)[N+](=O)[O-] 4-fluoro-6-nitrobenzo[d]thiazol-2(3H)-one